1-hexyl-3-propylpyridinium methanesulfonate CS(=O)(=O)[O-].C(CCCCC)[N+]1=CC(=CC=C1)CCC